2,5-dibromothieno[3,2-B]thiophene-3,6-dicarboxylic acid ethyl ester C(C)OC(=O)C=1C2=C(SC1Br)C(=C(S2)Br)C(=O)O